O1CCOC12CCC(CC2)C2=CC=CC=1N(CCOC12)[C@H]1C(NC(CC1)=O)=O (3R)-3-[8-(1,4-dioxaspiro[4.5]decan-8-yl)-2,3-dihydro-1,4-benzoxazin-4-yl]piperidine-2,6-dione